O1C(COC2=C1C=CC=C2)C=O 2,3-DIHYDRO-BENZO[1,4]DIOXINE-2-CARBALDEHYDE